C1(CC1)OC=1C=C(C=CC1F)NC1=C2C=C(NC2=CC(=C1)NC(C)=O)C(=O)O 4-((3-Cyclopropoxy-4-fluorophenyl)amino)-6-acetylamino-1H-indole-2-carboxylic acid